4-(((4-(5-chloro-2-((1-((6-(2,4-dioxotetrahydropyrimidin-1(2H)-yl)pyridazin-3-yl)methyl)piperidin-4-yl)amino)pyridin-4-yl)thiazol-2-yl)amino)methyl)tetrahydro-2H-pyran-4-carbonitrile ClC=1C(=CC(=NC1)NC1CCN(CC1)CC=1N=NC(=CC1)N1C(NC(CC1)=O)=O)C=1N=C(SC1)NCC1(CCOCC1)C#N